5-[(3S)-2-[(3R,4R)-3-fluoropiperidine-4-carbonyl]isoxazolidin-3-yl]pyridin-3-carbonitrile F[C@H]1CNCC[C@@H]1C(=O)N1OCC[C@H]1C=1C=C(C=NC1)C#N